FC(CN1N=CC=2C1=NC(=CN2)N2CCC1(CN(C1)C1=NC(=NC(=C1)C(F)(F)F)C)CC2)F 7-[1-(2,2-difluoroethyl)-1H-pyrazolo[3,4-b]pyrazin-6-yl]-2-[2-methyl-6-(trifluoromethyl)pyrimidin-4-yl]-2,7-diazaspiro[3.5]nonane